(R)-7-(5-((R)-9-phenyl-8,9-dihydro-6H-pyrano[3',4':4,5]imidazo[1,2-b]pyridazin-2-yl)pyrimidin-2-yl)hexahydroimidazo[1,5-a]pyrazin-3(2H)-one C1(=CC=CC=C1)[C@H]1COCC=2N=C3N(N=C(C=C3)C=3C=NC(=NC3)N3C[C@@H]4N(CC3)C(NC4)=O)C21